F[C@@]12[C@@H](CNCC1)CN(C2=O)CC2(CCC2)C(=O)O 1-(((3aS,7aR)-7a-fluoro-1-oxo-octahydro-2H-pyrrolo[3,4-c]pyridin-2-yl)methyl)cyclobutane-1-carboxylic acid